O1C(=NN=C1)C1=CC=C(OC2CC(C2)N2N=C3N(C2=O)[C@@H](CC3)C3=NC=CN=C3)C=C1 (S)-2-((1R,3S)-3-(4-(1,3,4-oxadiazol-2-yl)phenoxy)cyclobutyl)-5-(pyrazin-2-yl)-2,5,6,7-tetrahydro-3H-pyrrolo[2,1-c][1,2,4]triazol-3-one